1-octyl-3-(2-ethylhexyl)imidazolium C(CCCCCCC)N1C=[N+](C=C1)CC(CCCC)CC